2-(2-Hydroxypropan-2-yl)-N'-((2-isopropyl-6,7-dihydro-5H-cyclopenta[b]pyridin-3-yl)carbamoyl)thiazole-5-sulfonimidamide OC(C)(C)C=1SC(=CN1)S(=O)(N)=NC(NC=1C=C2C(=NC1C(C)C)CCC2)=O